C(C)(C)(C)[Si](OC)(OC)CCC tert-butyl-normal propyl-dimethoxysilane